4-(2,5-Diazabicyclo[2.2.2]octan-2-yl)-7-(7,8-difluoro-3-hydroxynaphthalen-1-yl)-2-(((2R,7aS)-2-fluorotetrahydro-1H-pyrrolizin-7a(5H)-yl-5,5-d2)methoxy)pyrido[3,4-d]pyrimidin-8(7H)-one C12N(CC(NC1)CC2)C=2C1=C(N=C(N2)OC[C@]23CCC(N3C[C@@H](C2)F)([2H])[2H])C(N(C=C1)C1=CC(=CC2=CC=C(C(=C12)F)F)O)=O